[Zn+2].P(=S)(SCCCCCCCC)(OCCCCCCCC)[O-].C(CCCCCCC)SP(=S)(OCCCCCCCC)[O-] dioctyl dithiophosphate zinc